5-(2-Fluoropyridin-3-yl)-N-(piperidine-4-yl)-1H-indole-3-carboxamide FC1=NC=CC=C1C=1C=C2C(=CNC2=CC1)C(=O)NC1CCNCC1